4,6-dichloro-2-methyl-pyridine-3-carbaldehyde ClC1=C(C(=NC(=C1)Cl)C)C=O